[14C](CCC(=O)O)(=O)O [1-14C]succinic acid